4-bromo-2-(difluoromethoxy)pyridine BrC1=CC(=NC=C1)OC(F)F